[Ga].[Y].[Er] erbium-yttrium-gallium